Dimethyl 2-(4-bromo-5-methyl-2-nitrophenyl)malonate BrC1=CC(=C(C=C1C)C(C(=O)OC)C(=O)OC)[N+](=O)[O-]